5-[[2-[3-(6-Fluoro-[1,2,4]triazolo[4,3-a]pyridin-7-yl)propyl]-2-azaspiro[3.3]heptan-6-yl]oxy]-2,8-dimethyl-isoquinolin-1-one FC=1C(=CC=2N(C1)C=NN2)CCCN2CC1(C2)CC(C1)OC1=C2C=CN(C(C2=C(C=C1)C)=O)C